N-(1'-(2-(1,1-difluoroethyl)-6-((2,4-dimethoxybenzyl)amino)pyrimidin-4-yl)-1',2'-dihydrospiro[cyclopropane-1,3'-pyrrolo[3,2-c]pyridin]-6'-yl)acetamide FC(C)(F)C1=NC(=CC(=N1)N1CC2(C=3C=NC(=CC31)NC(C)=O)CC2)NCC2=C(C=C(C=C2)OC)OC